COCCC(CC(C(C(CCN)=C)=C)=C)N (2-methoxyethyl)-3,4,5-trimethyleneheptane-1,7-diamine